N-{[5-(trifluoromethyl)pyridin-3-yl]methyl}-1-{4-[4-({[6-(trifluoromethyl)pyridin-3-yl]methyl}carbamoyl)-1H-1,2,3-triazol-1-yl]butyl}-1H-1,2,3-triazole-4-carboxamide FC(C=1C=C(C=NC1)CNC(=O)C=1N=NN(C1)CCCCN1N=NC(=C1)C(NCC=1C=NC(=CC1)C(F)(F)F)=O)(F)F